(R)-3-((2-(bis(4-methoxybenzyl)amino)-3-nitropyridin-4-yl)amino)piperidine-1-carboxylic acid tert-butyl ester C(C)(C)(C)OC(=O)N1C[C@@H](CCC1)NC1=C(C(=NC=C1)N(CC1=CC=C(C=C1)OC)CC1=CC=C(C=C1)OC)[N+](=O)[O-]